N-methyl-N-(2-(phenylethynyl)phenyl)acrylamide CN(C(C=C)=O)C1=C(C=CC=C1)C#CC1=CC=CC=C1